C(C)(=O)NC=1N=C2N(N=C(C=C2)C=2C=C(C(=C(C(=O)NCC3=C(C(=CC=C3)OC(F)(F)F)F)C2)C)F)C1 5-{2-acetamidoimidazo[1,2-b]pyridazin-6-yl}-3-fluoro-N-{[2-fluoro-3-(trifluoromethoxy)phenyl]methyl}-2-methylbenzamide